ClC1=C(C=CC(=C1)F)C1(CC1)C1=NOC(=N1)C1=NN(C(=C1)C(F)F)CC(=O)N(CC(F)(F)F)C 2-(3-(3-(1-(2-Chloro-4-fluorophenyl)cyclopropyl)-1,2,4-oxadiazol-5-yl)-5-(difluoromethyl)-1H-pyrazol-1-yl)-N-methyl-N-(2,2,2-trifluoroethyl)acetamide